N,N-bis-(2-hydroxyethyl)-2-amino-ethansulfonic acid OCCN(CCS(=O)(=O)O)CCO